CC(CCOC1=NN(C=C1)C(=O)OC(C)(C)C)(C)C tert-butyl 3-(3,3-dimethylbutoxy)pyrazole-1-carboxylate